CC1=C(C=C(C(=C1C)OCCC)C)O 2,3,5-trimethyl-4-propoxyphenol